C(C)(C)(C)OC(=O)N1CC(C1)OCC=1C(=C(C(=O)O)C=CC1)C (((1-(tert-Butoxycarbonyl)azetidin-3-yl)oxy)methyl)-2-methylbenzoic acid